tert-butyl 4-[1-methyl-7-[4-(4-methylpiperazin-1-yl)anilino]-2-oxo-4H-pyrimido[4,5-d]pyrimidin-3-yl]-3,4-dihydro-1H-isoquinoline-2-carboxylate CN1C(N(CC=2C1=NC(=NC2)NC2=CC=C(C=C2)N2CCN(CC2)C)C2CN(CC1=CC=CC=C21)C(=O)OC(C)(C)C)=O